Cl.S1C=CC2=C1C=C(C=C2)N benzothiophen-6-amine hydrochloride